COC(C1CCN(CC1)C1=CC(=NC=N1)C=1N(N=C2C=C(C(=CC12)OC1(CC1)C)F)COCC[Si](C)(C)C)OC 2-[[3-[6-[4-(dimethoxymethyl)-1-piperidyl]pyrimidin-4-yl]-6-fluoro-5-(1-methylcyclopropoxy)indazol-2-yl]methoxy]ethyl-trimethyl-silane